C(C)(C)C1=CC(=CS1)B(O)O 5-ISOPROPYLTHIOPHENE-3-BORONIC ACID